2-[(2-methylazetidine-1-carbonyl)amino]-4-[2-phenoxyethyl-[4-(5,6,7,8-tetrahydro-1,8-naphthyridin-2-yl)butyl]amino]butanoic acid CC1N(CC1)C(=O)NC(C(=O)O)CCN(CCCCC1=NC=2NCCCC2C=C1)CCOC1=CC=CC=C1